6-[3-[(6-tert-butyl-4-methoxy-3-pyridyl)amino]prop-1-ynyl]-N-[(3S,4S)-1,3-dimethyl-4-piperidyl]-1-(2,2,2-trifluoroethyl)benzimidazole-4-carboxamide C(C)(C)(C)C1=CC(=C(C=N1)NCC#CC=1C=C(C2=C(N(C=N2)CC(F)(F)F)C1)C(=O)N[C@@H]1[C@H](CN(CC1)C)C)OC